P(=O)(O)(O)OCC[C@H](C)OC1=CC=C2CCC3(C2=C1)CCC(CC3)C(=O)O 6'-{[(2s)-4-(phosphonooxy)butan-2-yl]oxy}-2',3'-dihydrospiro[cyclohexane-1,1'-indene]-4-carboxylic acid